O1C(OCC1)CON=C(C(F)(F)F)C1=CC=C(C=C1)Cl 1-(4-chlorophenyl)-2,2,2-trifluoro-1-ethanone O-(1,3-dioxolan-2-ylmethyl) oxime